OCC(C)(C)NC(=O)C=1C=2C[C@@H]3[C@H](C2N(N1)C=1C=NC(=CC1)Cl)C3 (1aR,5aR)-2-(6-Chloro-pyridin-3-yl)-1a,2,5,5a-tetrahydro-1H-2,3-diaza-cyclopropa[a]pentalene-4-carboxylic acid (2-hydroxy-1,1-dimethyl-ethyl)-amide